C(CC)C=1C(=C(C2=C(C(=NO2)C(F)(F)F)C1)CCC)OC(C(=O)O)(C)C 2-[(5,7-dipropyl-3-trifluoromethyl-1,2-benzisoxazol-6-yl)oxy]-2-methylpropionic acid